CC1=C(C(=C(C=C1)C)P(O)(O)=O)C dimethyl-(tolylphosphonic acid)